BrC1=C(C(=CC(=C1)F)C(NC1CC1)=O)NC(=O)C1CCOCC1 N-(2-bromo-6-(cyclopropylcarbamoyl)-4-fluorophenyl)tetrahydro-2H-pyran-4-carboxamide